sodium ethoxyphenol C(C)OC1=C(C=CC=C1)O.[Na]